6-chloro-3-((1-(4-chlorobenzoyl)-4-hydroxypiperidin-4-yl)methyl)-7-(4-((3R,6S)-6-ethylmorpholin-3-yl)phenyl)-3,7-dihydro-4H-pyrrolo[2,3-d]pyrimidin-4-one ClC1=CC2=C(N=CN(C2=O)CC2(CCN(CC2)C(C2=CC=C(C=C2)Cl)=O)O)N1C1=CC=C(C=C1)[C@H]1NC[C@@H](OC1)CC